CC(C)C1N=C2N(C=NC3=C2N=CC=C3)C1 2-(propan-2-yl)-2,3-dihydroimidazo[1,2-c]pyrido[2,3-e]pyrimidin